5-((tert-butoxycarbonyl)amino)-4-nitrothiophene-2-carboxylic acid ethyl ester C(C)OC(=O)C=1SC(=C(C1)[N+](=O)[O-])NC(=O)OC(C)(C)C